2-((2R,3S)-3-(4-(benzo[d]thiazol-5-ylamino)thieno[2,3-b]pyridin-2-yl)-2-methylpyrrolidin-1-yl)ethan-1-ol S1C=NC2=C1C=CC(=C2)NC2=C1C(=NC=C2)SC(=C1)[C@@H]1[C@H](N(CC1)CCO)C